NC=1C=2C(N=CN1)C=C(C2C2=CC=C(C(=O)O)C=C2)C2=CC=C(C=C2)NC(C(=C)C)=O 4-{4-amino-6-[4-(2-methylpropan-2-enamido)phenyl]-7aH-cyclopenta[d]Pyrimidin-5-yl}benzoic acid